1-(1H-benzimidazole-1-yl)-2,4,6-trimethyl-pyridine N1(C=NC2=C1C=CC=C2)N2C(C=C(C=C2C)C)C